C(C)(C)(C1=CC=CC=C1)NC(C)(C)C1=CC=CC=C1 dicumylamine